2-phenyl-4-[bis(4-chlorophenyl)phosphono]-4H-chromene C1(=CC=CC=C1)C=1OC2=CC=CC=C2C(C1)P(=O)(OC1=CC=C(C=C1)Cl)OC1=CC=C(C=C1)Cl